ClC1=CC=C(C(=N1)C(=O)OC)NC(C)C1=C2C=C(N(C(C2=CC(=C1)C)=O)C)N1CCC(CC1)(C)C methyl 6-chloro-3-((1-(3-(4,4-dimethylpiperidin-1-yl)-2,7-dimethyl-1-oxo-1,2-dihydroisoquinolin-5-yl)ethyl)amino)picolinate